1-(1-cyanopyrrolidin-3-yl)-1-(2-methoxyethyl)-3-(4-(trifluoromethyl)phenyl)urea C(#N)N1CC(CC1)N(C(=O)NC1=CC=C(C=C1)C(F)(F)F)CCOC